C(C=C)NC(C1=C(C(=CC=C1)Cl)Br)=O N-allyl-2-bromo-3-chlorobenzamide